C1(CCCCC1)C[C@H](C(=O)N[C@H](C[C@H]1C(NCC1)=O)C(CO)=O)NC(=O)C1(C2=CC=CC=C2C=2C=CC=CC12)O N-((R)-3-cyclohexyl-1-(((R)-4-hydroxy-3-oxo-1-((S)-2-oxopyrrolidin-3-yl)butan-2-yl)amino)-1-oxopropan-2-yl)-9-hydroxy-9H-fluorene-9-carboxamide